C(CC)C1=C(C=CC=C1)N=C=NC1=C(C=CC=C1)CCC bis(propylphenyl)carbodiimide